CC=1N=C(SC1C1=CC=C2C(=NNC2=C1)\C=C\C1=NC=CC=C1)NC(C(C)C)=O (E)-N-(4-methyl-5-(3-(2-(pyridin-2-yl)vinyl)-1H-indazol-6-yl)thiazole-2-yl)isobutyramide